1-benzyl-3-(cyclohex-2-en-1-yl)piperidin-2-one C(C1=CC=CC=C1)N1C(C(CCC1)C1C=CCCC1)=O